BrC(CCCCCCCBr)(N)N 1,8-dibromo-octanediamine